2-[9-[2-(tert-butoxycarbonylamino)ethyl]-3,9-diazaspiro[5.5]undecan-3-yl]acetic acid C(C)(C)(C)OC(=O)NCCN1CCC2(CCN(CC2)CC(=O)O)CC1